5-(azetidin-3-yl)-2-((S)-1-(4-fluorophenyl)-3,4-dihydroisoquinolin-2(1H)-yl)-4,5-dihydrooxazole N1CC(C1)C1CN=C(O1)N1[C@H](C2=CC=CC=C2CC1)C1=CC=C(C=C1)F